(S)-2-((3-(2-(4-chlorophenyl)-2-hydroxyethyl)-1,2,4-oxadiazol-5-yl)methyl)-5-(1H-imidazol-1-yl)-4-methylpyridazin-3(2H)-one ClC1=CC=C(C=C1)[C@H](CC1=NOC(=N1)CN1N=CC(=C(C1=O)C)N1C=NC=C1)O